C(C)(C)(C)OC(=O)N1CCN(CC1)CCC(=O)O 3-(4-tert-butoxycarbonylpiperazin-1-yl)propanoic acid